[I-].O=C1NC2=CC(=CC=C2C=C1)OCCCC[N+]1(CCNCC1)COC(=O)OC(CC)CC 4-(2-oxo-1,2-dihydroquinolin-7-yloxy)butyl-1-(((pentan-3-yloxy)carbonyloxy)methyl)piperazin-1-ium iodide